CC1=NC=C(C=C1NC(=O)C=1N=NN2C1C=CC(=C2)C=2C=NN(C2)C)NC(CN2CCC1CCC(C2)N1C)=O N-[2-methyl-5-[[2-(9-methyl-4,9-diazabicyclo[4.2.1]nonan-4-yl)acetyl]amino]-3-pyridyl]-6-(1-methylpyrazol-4-yl)triazolo[1,5-a]pyridine-3-carboxamide